ethyl 7-(1-azidoethyl)-3-[3-chloro-4-(methylsulfonylmethyl)phenyl]-1H-indole-2-carboxylate N(=[N+]=[N-])C(C)C=1C=CC=C2C(=C(NC12)C(=O)OCC)C1=CC(=C(C=C1)CS(=O)(=O)C)Cl